3-(α-hydroxyethyl)-aniline OC(C)C=1C=C(N)C=CC1